ClC=1C=C2CCC[C@@](C2=CC1)(CO)COC1=C(C=C(C(=O)OC)C=C1)[N+](=O)[O-] Methyl (R)-4-((6-chloro-1-(hydroxymethyl)-1,2,3,4-tetrahydronaphthalen-1-yl)methoxy)-3-nitrobenzoate